CC1=C(N=CC(=N1)C1=CNC2=C(C=CC=C12)C#N)O[C@H]1CN[C@@H](C1)C 3-(6-methyl-5-((3R,5R)-5-methylpyrrolidin-3-yloxy)pyrazin-2-yl)-1H-indole-7-carbonitrile